adenosine-phosphate P(=O)(O)(O)OC[C@@H]1[C@H]([C@H]([C@@H](O1)N1C=NC=2C(N)=NC=NC12)O)O